5-O-α-D-Galactofuranosyl-D-galactose [C@H]1([C@H](O)[C@@H](O)[C@@H](O1)[C@H](O)CO)O[C@@H]([C@@H]([C@@H]([C@H](C=O)O)O)O)CO